4-(1-ethyl-1H-pyrazol-4-yl)-2-methoxyaniline C(C)N1N=CC(=C1)C1=CC(=C(N)C=C1)OC